tert-butyl 1-(4-(tert-butyl) phenyl)-3-azabicyclo[3.1.0]hexane-3-carboxylate C(C)(C)(C)C1=CC=C(C=C1)C12CN(CC2C1)C(=O)OC(C)(C)C